C1(CCCCC1)OC1=CC2=C(CN(CCC2)C2=CC(=C(C(=C2)C)NC(CC(C)(C)C)=O)C)C=C1 N-(4-(7-(cyclohexyloxy)-1,3,4,5-tetrahydro-2H-benzo[c]azepin-2-yl)-2,6-dimethylphenyl)-3,3-dimethylbutyramide